CN(C(=O)NC1=C(C=CC=C1)O)C 1,1-dimethyl-3-(2-hydroxyphenyl)urea